Cl.C(C1=CC=CC=C1)NC12CC(C(CC1)(CC2)C(=O)Cl)=O 4-(benzylamino)-2-oxobicyclo[2.2.2]Octane-1-carbonyl chloride hydrochloride